[Cl-].O=CCCC[NH+]1C=NC=C1 1-(4-oxobutyl)-1H-imidazol-1-ium chloride